2-(4-(trifluoromethyl)phenyl)propan-2-ol FC(C1=CC=C(C=C1)C(C)(C)O)(F)F